C(C)(C)(C)OC(NC1(CC1)COC=1C(=C2CC(CC2=CC1)N)Cl)=O N-[1-[(2-amino-4-chloro-2,3-dihydro-1H-inden-5-yl)oxymethyl]cyclopropyl]carbamic acid tert-butyl ester